OC1=C(C(=CC(=C1)C)C)C1=CC=C(N=N1)N1CC(NC(C1)CO)=O 4-[6-(2-hydroxy-4,6-dimethyl-phenyl)pyridazin-3-yl]-6-(hydroxymethyl)piperazin-2-one